CN(CCC(=O)NCC=1C=C2C(=C(NC2=CC1)C1=CC(=NC=C1)C)CC)C 3-(dimethylamino)-N-{[3-ethyl-2-(2-methylpyridin-4-yl)-1H-indol-5-yl]methyl}propanamide